ClC=1C(=CC2=C([C@@H]([C@](O2)(C2=CC=CC=C2)CNC)C)C1C1=C(C(=O)NC)C=CC(=C1F)OCCO)F 2-((2s,3s,4r)-5-chloro-6-fluoro-3-methyl-2-((methylamino)methyl)-2-phenyl-2,3-dihydrobenzofuran-4-yl)-3-fluoro-4-(2-hydroxyethoxy)-N-methylbenzamide